OC=1C(OC(C1O)C1OC(OC1)C(C)C)=O 3,4-dihydroxy-5-(2-isopropyl-1,3-dioxolane-4-yl)furan-2(5H)-one